2,4,7-trimethyldibenzothiophene CC1=CC2=C(SC3=C2C=CC(=C3)C)C(=C1)C